5-(Cyclopropyloxy)-2-[4-[[(3R)-1-methyl-3-piperidinyl]amino]pyrido[3,4-d]pyridazin-1-yl]phenol C1(CC1)OC=1C=CC(=C(C1)O)C1=C2C(=C(N=N1)N[C@H]1CN(CCC1)C)C=NC=C2